ClC1=NC=C(C=C1NS(=O)(=O)C)C=1C=C2C(=NC=NC2=CC1)NC(C)C1=C(C=CC=C1)F N-(2-chloro-5-(4-((1-(2-fluorophenyl)ethyl)amino)quinazolin-6-yl)pyridin-3-yl)methanesulfonamide